[Si](C)(C)(C(C)(C)C)C([C@@H]1[C@H]([C@H]([C@@H](O1)N1C(=O)N=C(N)C=C1)O)O)O 5'-t-butyldimethylsilylcytidine